C(C)(C)(C)OC(NCCCCCNC(=O)NCC1=CC=C(C=C1)OC)=O (5-(3-(4-methoxybenzyl)ureido)pentyl)carbamic acid tert-butyl ester